FC1=CC=C(C=C1)N1C(N(C=C(C1=O)C(=O)NC1=CC=C(C=C1)NC1=CC=NC2=CN=C(C=C12)N1CCNCC1)C(C)C)=O 3-(4-fluorophenyl)-1-isopropyl-2,4-dioxo-N-[4-[(6-piperazin-1-yl-1,7-naphthyridin-4-yl)amino]phenyl]pyrimidine-5-carboxamide